hydrogen peroxide zirconium [Zr].OO